C(C)(C)(C)OC(=O)N1CCC2(C(=C(OC2=O)C)NC(C)=O)CC1 4-acetamido-3-methyl-1-oxo-2-oxa-8-azaspiro[4.5]dec-3-ene-8-carboxylic acid tert-butyl ester